ClC1=NC(=CC=C1C#N)C(F)(F)F 2-chloro-3-cyano-6-(trifluoromethyl)pyridine